trans-4-(2-(4-fluoro-3-methoxyphenyl)cyclopropyl)-1-(pyrimidin-2-yl)isoquinoline FC1=C(C=C(C=C1)[C@H]1[C@@H](C1)C1=CN=C(C2=CC=CC=C12)C1=NC=CC=N1)OC